C(C1CO1)OCCC[Si](OC)(OC)OC 3-glycidyloxy-propyl-trimethoxy-silane